octane dioleate C(CCCCCCC\C=C/CCCCCCCC)(=O)O.C(CCCCCCC\C=C/CCCCCCCC)(=O)O.CCCCCCCC